N=1C=NN2C1C=C(C=C2)OC2=C(C=C(C=C2)C2=NC1=CC=C(C(=C1C(=N2)N)O[C@@H]2[C@@H](CN(CC2)C)F)OC)C (4-([1,2,4]triazolo[1,5-a]pyridin-7-yloxy)-3-methylphenyl)-5-(((3R,4S)-3-fluoro-1-methylpiperidin-4-yl)oxy)-6-methoxyquinazolin-4-amine